4-azido-3-(2-fluoro-4-trifluoromethyl-phenyl)-tetrahydro-furan-3-ol N(=[N+]=[N-])C1C(COC1)(O)C1=C(C=C(C=C1)C(F)(F)F)F